N[C@@H](C(C)C)C(=O)OCCCC(=O)O 4-((L-VALYL)OXY)BUTANOIC ACID